CN(C([C@@H](C)NC(OC(C)(C)C)=O)=O)C tert-butyl N-[(1R)-2-(dimethylamino)-1-methyl-2-oxo-ethyl]carbamate